5-chloro-2-(8-methoxy-[1,2,4]triazolo[1,5-a]pyridin-6-yl)-3,7-dimethyl-3H-imidazo[4,5-b]pyridine ClC1=CC(=C2C(=N1)N(C(=N2)C=2C=C(C=1N(C2)N=CN1)OC)C)C